COS(=O)(=O)[O-].OC(C[N+](C)(C)CC(C)O)C bis(2-hydroxypropyl)-dimethylammonium methylsulphate